ClC1=NC=C(C(=N1)Cl)OC 2,4-Dichloro-5-Methoxypyrimidine